(tert-butyl 2-(4-methoxy-1H-indol-3-yl) ethyl) carbamate C(N)(OCC(C1=CNC2=CC=CC(=C12)OC)C(C)(C)C)=O